2-(2-(6-(tert-Butyl)pyridin-2-yl)-7-azaspiro[3.5]nonane-7-carbonyl)-5-azaspiro[3.4]octan-6-one C(C)(C)(C)C1=CC=CC(=N1)C1CC2(C1)CCN(CC2)C(=O)C2CC1(C2)NC(CC1)=O